(E)-4-(dimethylamino)-1-(4-((4-((5-(furan-2-yl)-2-methoxyphenyl)amino)-7-methoxyquinazoline-6-yl)oxy)piperidin-1-yl)but-2-en-1-one CN(C/C=C/C(=O)N1CCC(CC1)OC=1C=C2C(=NC=NC2=CC1OC)NC1=C(C=CC(=C1)C=1OC=CC1)OC)C